2-((3,3-dimethoxy-1-methylcyclobutyl)methyl)isoindolin-1-one COC1(CC(C1)(C)CN1C(C2=CC=CC=C2C1)=O)OC